IC(=C)[C@H](CI)C (S)-2,4-diiodo-3-methyl-1-butene